C(C)(C)(C)N1C=C(C=C1)C(=O)NCC1=NC(=NO1)C=1N(C2=CC=CC(=C2C1)N[C@@H]1[C@@H](COCC1)F)CC(F)(F)F 1-tert-butyl-N-{[3-(4-{[(3S,4S)-3-fluorooxan-4-yl]amino}-1-(2,2,2-trifluoroethyl)-1H-indol-2-yl)-1,2,4-oxadiazol-5-yl]methyl}-1H-pyrrole-3-carboxamide